C(#N)C1=C(C(=O)N[C@H]2C[C@H](CCC2)NC2=CC(=NC3=CC=CC=C23)C(F)(F)F)C=CC=C1 2-cyano-N-[(1R,3S)-3-{[2-(trifluoromethyl)quinolin-4-yl]amino}cyclohexyl]benzamide